C1(CCCCC1)C(C=O)C 2-cyclohexylpropanal